2-(2-naphthyl)-6-(2-naphthylmethyl)phenol C1=C(C=CC2=CC=CC=C12)C1=C(C(=CC=C1)CC1=CC2=CC=CC=C2C=C1)O